2-((2-(7-fluoro-2,3-dihydro-4H-benzo[b][1,4]oxazin-4-yl)-2-oxoethyl)amino)-6-methyl-4-(trifluoromethyl)nicotinonitrile FC=1C=CC2=C(OCCN2C(CNC2=C(C#N)C(=CC(=N2)C)C(F)(F)F)=O)C1